6-fluoro-2-(4-(4-(piperidin-1-yl)phenyl)buta-1,3-dien-1-yl)benzo[d]thiazole FC1=CC2=C(N=C(S2)C=CC=CC2=CC=C(C=C2)N2CCCCC2)C=C1